CN1[C@@H]2CN([C@@H]2CC1)C1=NC=CC=C1C1=CC=CC=2C3=C(C=NC12)NC(N3)=O 6-((1R,5R)-(2-methyl-2,6-diazabicyclo[3.2.0]heptan-6-yl)pyridin-3-yl)-1,3-dihydro-2H-imidazo[4,5-c]quinolin-2-one